O=C1CNCS1 5-oxo-3,5-dihydrothiazole